O1C(OCC1)C=1C=CC(=NC1)C=1C=C(C=CC1)NC=1C=C(C=2N(N1)C(=CN2)C(=O)NC2[C@H]1COC[C@@H]21)N(C)CC2=CC=C(C=C2)OC 6-((3-(5-(1,3-Dioxolan-2-yl)pyridin-2-yl)phenyl)amino)-N-((1R,5S,6s)-3-oxabicyclo[3.1.0]hexan-6-yl)-8-((4-methoxybenzyl)(methyl)amino)imidazo[1,2-b]pyridazine-3-carboxamide